5-(2-hydroxypropyl)-1-methyl-4,5,6,7-tetrahydro-1H-imidazo[4,5-c]pyridine-2-carboxamide OC(CN1CC2=C(CC1)N(C(=N2)C(=O)N)C)C